bis(n-butylamine) terephthalate salt C(C1=CC=C(C(=O)O)C=C1)(=O)O.C(CCC)N.C(CCC)N